(N-cyclopropyl-N-(1-(6,7-dimethoxyquinolin-4-yl)piperidin-4-yl)sulfamoyl)carbamic acid tert-butyl ester C(C)(C)(C)OC(NS(N(C1CCN(CC1)C1=CC=NC2=CC(=C(C=C12)OC)OC)C1CC1)(=O)=O)=O